({1-[2-(2,6-dioxopiperidin-3-yl)-6-fluoro-1,3-dioxoisoindol-5-yl]piperidin-4-yl}oxy)propionic acid O=C1NC(CCC1N1C(C2=CC(=C(C=C2C1=O)N1CCC(CC1)OC(C(=O)O)C)F)=O)=O